2-[(4R)-4-[[6-oxo-5-(trifluoromethyl)-1H-pyridazin-4-yl]amino]pentyl]-6-[5-(trifluoromethyl)pyridin-2-yl]isoquinolin-1-one O=C1C(=C(C=NN1)N[C@@H](CCCN1C(C2=CC=C(C=C2C=C1)C1=NC=C(C=C1)C(F)(F)F)=O)C)C(F)(F)F